N-ethyl-5-methyl-N-pyridazin-4-ylpyrazole-4-carboxamide C(C)N(C(=O)C=1C=NNC1C)C1=CN=NC=C1